C(C1=CC=CC=C1)(=O)NC1=CC(=NN1C)C1=CC=C(C=C1)NC(C1=CC=C(C=C1)C#C)=O N-(4-(5-Benzamido-1-methyl-1H-pyrazol-3-yl)phenyl)-4-ethynylbenzamide